C12C(C(C(C=C1)C2)C(=O)O)C(=O)O norborna-5-ene-2,3-dicarboxylic acid